CC1=CC=CC(=N1)C1=NN(C=C1C1=CC=NC2=CC=CC=C12)CC(=O)O 2-(3-(6-methylpyridin-2-yl)-4-(quinolin-4-yl)-1H-pyrazol-1-yl)acetic acid